BrC=1C(=C(C=CC1)CC=O)O[Si](C)(C)C(C)(C)C 2-(3-bromo-2-((tertbutyldimethylsilyl)oxy)phenyl)acetaldehyde